tert-butyl ((1s,4s)-4-(8-bromo-2-oxo-6-(phenylsulfonyl)-3,6-dihydroimidazo[4,5-d]pyrrolo[2,3-b]pyridin-1(2H)-yl)-1-methylcyclohexyl)carbamate BrC1=CN(C2=NC=C3C(=C21)N(C(N3)=O)C3CCC(CC3)(C)NC(OC(C)(C)C)=O)S(=O)(=O)C3=CC=CC=C3